(R)-1-(2-chloropyridin-3-yl)ethyl (4-(5-((1S,2S)-2-fluorocyclopropane-1-carboxamido)pyridin-2-yl)-1-methyl-1H-1,2,3-triazol-5-yl)carbamate F[C@@H]1[C@@H](C1)C(=O)NC=1C=CC(=NC1)C=1N=NN(C1NC(O[C@H](C)C=1C(=NC=CC1)Cl)=O)C